C(C)N1C[C@H]([C@@H](CC1)C1=CC=C(C=C1)C=1C=C(C2=CN(N=C2C1C)C(C(=O)O)(C)C1=C2N(C=N1)C[C@@H](C2)F)C(F)(F)F)F 2-(6-(4-((3S,4S)-1-ethyl-3-fluoropiperidin-4-yl)phenyl)-7-methyl-4-(trifluoromethyl)-2H-indazol-2-yl)-2-((R)-6-fluoro-6,7-dihydro-5H-pyrrolo[1,2-c]imidazol-1-yl)propanoic acid